3-chloro-4-(4-methylpiperazin-1-yl)phenol ClC=1C=C(C=CC1N1CCN(CC1)C)O